FC1=C(C(=CC(=C1)C=C1CN(C1)CCCF)F)[C@H]1N([C@@H](CC2=CC(=CC=C12)O)C)CC(F)(F)F (1S,3R)-1-(2,6-Difluoro-4-((1-(3-fluoropropyl)azetidin-3-ylidene)methyl)phenyl)-3-methyl-2-(2,2,2-trifluoroethyl)-1,2,3,4-tetrahydroisoquinolin-6-ol